NC=CCCCCCCCCN 1,10-diaminodecene